2-(but-2-yn-1-yl)-8-((2s,5r)-5-ethyl-2-methyl-4-(1-(2-methylbenzo[d]thiazol-6-yl)ethyl)piperazin-1-yl)-5-methylimidazo[1,2-b]pyridazin-6(5H)-one C(C#CC)C=1N=C2N(N(C(C=C2N2[C@H](CN([C@@H](C2)CC)C(C)C2=CC3=C(N=C(S3)C)C=C2)C)=O)C)C1